9,10-bis(p-phosphonophenyl)anthracene P(=O)(O)(O)C1=CC=C(C=C1)C=1C2=CC=CC=C2C(=C2C=CC=CC12)C1=CC=C(C=C1)P(=O)(O)O